C1(CCCC1)OCC1=CC(=C(C(=C1)C(C)C)CC(=O)O)C(C)C 2-(4-((cyclopentyloxy)methyl)-2,6-diisopropylphenyl)acetic acid